2-bromo-5-fluoro-6-isopropoxybenzo[d]thiazole BrC=1SC2=C(N1)C=C(C(=C2)OC(C)C)F